(2-cyano-7-(2-cyanophenyl)isoindolin-5-yl)methanesulfonamide C(#N)N1CC2=C(C=C(C=C2C1)CS(=O)(=O)N)C1=C(C=CC=C1)C#N